(+/-)-3-(4-(2-amino-6-methylpyrimidin-4-yl)-1,4-oxazepan-3-yl)-4-chloro-N-cyclopropylbenzamide NC1=NC(=CC(=N1)N1[C@@H](COCCC1)C=1C=C(C(=O)NC2CC2)C=CC1Cl)C |r|